4-{(1R)-2-[(6-{2-[(2,6-dichlorobenzyl)oxy]ethoxy}hexyl)amino]-1-hydroxyethyl}-2-(hydroxymethyl)phenol ClC1=C(COCCOCCCCCCNC[C@H](O)C2=CC(=C(C=C2)O)CO)C(=CC=C1)Cl